benzyl 4-(2-tert-butoxy-2-oxo-ethoxy)-3-methoxy-benzoate C(C)(C)(C)OC(COC1=C(C=C(C(=O)OCC2=CC=CC=C2)C=C1)OC)=O